1-(1-acetyl-3-fluoropiperidin-4-yl)-4-chloro-N-(3-methyl-5-(phenylethynyl)pyridin-2-yl)-1H-pyrazole-5-carboxamide C(C)(=O)N1CC(C(CC1)N1N=CC(=C1C(=O)NC1=NC=C(C=C1C)C#CC1=CC=CC=C1)Cl)F